[C@H]12CNC[C@H](CC1)N2C2=NC(=NC=1CC3(CCC21)CCCC2=CC=C(C=C23)O)OCC23CCCN3CCC2 4'-((1R,5S)-3,8-Diazabicyclo[3.2.1]octan-8-yl)-2'-((tetrahydro-1H-pyrrolizin-7a(5H)-yl)methoxy)-3,4,5',8'-tetrahydro-2H,6'H-spiro[naphthalene-1,7'-quinazolin]-7-ol